4-bromo-2-iodo-5-methoxybenzoic acid BrC1=CC(=C(C(=O)O)C=C1OC)I